CC=1N=CSC1C1=CC=C(C=C1)[C@@H](C)C1CC(NC1)C(=O)N 4-((S)-1-(4-(4-methylthiazol-5-yl)phenyl)ethyl)pyrrolidine-2-carboxamide